IC=1C=C(C(=O)NC2=CC=C(C=C2)S(NC(CC)CC)(=O)=O)C=CC1OC 3-Iodo-4-methoxy-N-(4-(N-(pentan-3-yl)sulfamoyl)phenyl)benzamide